6-methyl-N-[4-(pyrrolidin-1-ylmethyl)phenyl]-6H-pyrimido[5,4-c][2,1]benzothiazin-2-amine 5,5-dioxide CN1S(C2=C(C3=C1C=CC=C3)N=C(N=C2)NC2=CC=C(C=C2)CN2CCCC2)(=O)=O